ClC(C(=O)OCCCCCCCCCCCCCCCCCC)=C stearyl α-chloroacrylate